BrC1=NC=CC(=C1)[C@@H]1OCC[C@@H](C1)C=1N=C(C=2N(C(C(=C(N2)C)C)=O)C1)C1=C(C=C(C=C1)F)F 7-((2R,4S)-2-(2-bromopyridin-4-yl)tetrahydro-2H-pyran-4-yl)-9-(2,4-difluorophenyl)-2,3-dimethyl-4H-pyrazino[1,2-a]pyrimidin-4-one